C(C1=CC=CC=C1)OC=1C=C(C2=C(B(OC2)O)C1)C 6-(benzyloxy)-4-methylbenzo[c][1,2]oxaborol-1(3H)-ol